COC1=C(NCC#CC=2C=C(C3=C(N(C=N3)CC(F)(F)F)C2)C(=O)OC)C=CC(=C1)C(NC)=O methyl 6-[3-[2-methoxy-4-(methylcarbamoyl)anilino]prop-1-ynyl]-1-(2,2,2-trifluoroethyl)-benzimidazole-4-carboxylate